bishydroxyphosphorus O[P]O